Calcium nickel oxide [Ni]=O.[Ca]